1,4-Bis(mesitylamino)anthraquinone C1(=C(C(=CC(=C1)C)C)NC1=CC=C(C=2C(C3=CC=CC=C3C(C12)=O)=O)NC1=C(C=C(C=C1C)C)C)C